1-octylnonyl 8-[2-[(3R)-3-(hydroxymethyl)-4-[2-[[8-(1-octylnonoxy)-8-oxo-octyl]-(6-oxo-6-undecoxy-hexyl)amino]ethyl]piperazin-1-yl]ethyl-(6-oxo-6-undecoxy-hexyl)amino]octanoate OC[C@H]1CN(CCN1CCN(CCCCCC(OCCCCCCCCCCC)=O)CCCCCCCC(=O)OC(CCCCCCCC)CCCCCCCC)CCN(CCCCCCCC(=O)OC(CCCCCCCC)CCCCCCCC)CCCCCC(OCCCCCCCCCCC)=O